N1(C(COCC1)C(=O)[O-])C(=O)[O-] morpholine-3,4-dicarboxylate